(S)-N-(3,5-difluoro-4-((7-methoxy-6-((1-methoxyprop-2-yl)oxy)-1,5-naphthyridin-4-yl)oxy)phenyl)-4-methoxynicotinamide FC=1C=C(C=C(C1OC1=CC=NC2=CC(=C(N=C12)O[C@H](COC)C)OC)F)NC(C1=CN=CC=C1OC)=O